FC1=C(C(=CC=C1)F)C1=NC=2C(=NN(C2C=2C=C(N=CC2N1)N1N=C(C=C1)C(F)(F)F)COCC[Si](C)(C)C)C 2-[[8-(2,6-difluorophenyl)-5-methyl-13-[3-(trifluoromethyl)pyrazol-1-yl]-3,4,7,9,12-pentazatricyclo[8.4.0.02,6]tetradeca-1(10),2(6),4,7,11,13-hexaen-3-yl]methoxy]ethyl-trimethyl-silane